C(C)N(C(=O)C1=CN(C(C=C1C1=CC=CC=C1)=O)CC1(CCN(CC1)C(C[C@@H](C)C1=CC=CC=C1)=O)O)CC (R)-N,N-diethyl-1-((4-hydroxy-1-(3-phenylbutyryl)piperidin-4-yl)methyl)-6-Oxo-4-phenyl-1,6-dihydropyridine-3-carboxamide